ClC1([C@@](C1)(C)C(=O)N1C[C@H]2OC3=C([C@@H]1C2)C=CC=C3)Cl |&1:2| [(R and S)-2,2-dichloro-1-methylcyclopropyl]-[(2S,5S)-2,3-dihydro-2,5-methano-1,4-benzoxazepin-4(5H)-yl]methanone